C(C1=CC=CC=C1)C1=CC(=NC(=C1)NC1=NNC(=C1)C)C=1C=C(C=CC1)NC(C#C)=O N-(3-(4-benzyl-6-((5-methyl-1H-pyrazol-3-yl)amino)pyridin-2-yl)phenyl)propynamide